NC=1C(=C(C#N)C=CC1C)C 3-amino-2,4-dimethylbenzonitrile